N-(4-(N-(1-(bicyclo[2.2.2]octan-2-yl)ethyl)sulfamoyl)naphthalen-1-yl)-2-methylbenzamide C12C(CC(CC1)CC2)C(C)NS(=O)(=O)C2=CC=C(C1=CC=CC=C21)NC(C2=C(C=CC=C2)C)=O